benzyl (S)-(3-(5-(4-bromophenyl)oxazol-2-yl)-1-(hexylamino)-1-oxopropan-2-yl)carbamate BrC1=CC=C(C=C1)C1=CN=C(O1)C[C@@H](C(=O)NCCCCCC)NC(OCC1=CC=CC=C1)=O